3-(1-(2-chloro-4-(trifluoromethyl)phenyl)pyrrolidin-3-yl)-2-fluorobenzamide ClC1=C(C=CC(=C1)C(F)(F)F)N1CC(CC1)C=1C(=C(C(=O)N)C=CC1)F